[Si](C)(C)(C(C)(C)C)OC[C@@](C)(O)[2H] |r| rac-1-{[tert-butyl(dimethyl)silyl]oxy}(2-2H)propan-2-ol